C(C=C)(=O)N1CCC(=CC1)C1=C2C(=NC(=C1)NC(=O)C1CC1)NC=C2 N-(4-(1-acryloyl-1,2,3,6-tetrahydropyridin-4-yl)-1H-pyrrolo[2,3-b]pyridin-6-yl)cyclopropylcarboxamide